N-(3-carbamoylphenyl)-2-[(4,4-difluorocyclohexyl)methyl]-4-(trifluoromethyl)pyrazole C(N)(=O)C=1C=C(C=CC1)N1N(CC(=C1)C(F)(F)F)CC1CCC(CC1)(F)F